2,3-dichloro-N-p-tolylaniline ClC1=C(NC2=CC=C(C=C2)C)C=CC=C1Cl